NC1=C(C=CC=C1)NC(=O)C=1C=C2C=CC(=NC2=CC1)CNC(CCC(=O)NC1=NC(N(C=C1)C1OC(C(C1(F)F)O)CO)=O)=O N1-((6-((2-aminophenyl)carbamoyl)quinolin-2-yl)methyl)-N4-(1-(3,3-difluoro-4-hydroxy-5-(hydroxymethyl)tetrahydrofuran-2-yl)-2-oxo-1,2-dihydro-pyrimidin-4-yl)-succinamide